Pyrazinol N1=C(C=NC=C1)O